tert-butyl (2-(4-(6,7-dimethoxyquinazolin-4-yl)piperazin-1-yl)-2-oxoethyl)carbamate COC=1C=C2C(=NC=NC2=CC1OC)N1CCN(CC1)C(CNC(OC(C)(C)C)=O)=O